tert-butyl (S)-(1-(2-chloro-5-(1-(difluoromethyl)-1H-pyrazol-4-yl)pyridin-4-yl)piperidin-3-yl)(methyl)carbamate ClC1=NC=C(C(=C1)N1C[C@H](CCC1)N(C(OC(C)(C)C)=O)C)C=1C=NN(C1)C(F)F